1-(4-((4-(3-chloro-4-(2-chloro-3-(6-methoxy-5-((((1s,4s)-4-methoxycyclohexyl)amino)methyl)pyridin-2-yl)phenyl)pyridin-2-yl)-2-methoxybenzyl)amino)piperidin-1-yl)ethan-1-one ClC=1C(=NC=CC1C1=C(C(=CC=C1)C1=NC(=C(C=C1)CNC1CCC(CC1)OC)OC)Cl)C1=CC(=C(CNC2CCN(CC2)C(C)=O)C=C1)OC